COC(=O)[C@@H]1CC[C@H](CC1)CC1=NC=CN=C1.ClN1C(CCC1=O)=O N-ChloroSuccinimide methyl-trans-4-(pyrazin-2-ylmethyl)cyclohexanecarboxylate